(S)-3-(((5-(4-isopropyl-2-methylphenyl)isoindolin-1-yl)methyl)amino)isonicotinic acid C(C)(C)C1=CC(=C(C=C1)C=1C=C2CN[C@@H](C2=CC1)CNC1=C(C(=O)O)C=CN=C1)C